NC=1C=C(C=CC1)C1=CC(=C(C=C1)C(=O)OC)C(F)(F)F methyl 3'-amino-3-(trifluoromethyl)-[1,1'-biphenyl]-4-carboxylate